N-(2-((2R,3R)-2-methylpyrrolidin-3-yl)thieno[2,3-b]pyridin-4-yl)benzo[d]thiazol-5-amine C[C@H]1NCC[C@H]1C1=CC=2C(=NC=CC2NC=2C=CC3=C(N=CS3)C2)S1